OC(C)(C)C=1N=CN(C1)C1=C(C#N)C=CC=C1 2-(4-(2-hydroxypropan-2-yl)-1H-imidazol-1-yl)benzonitrile